FC=1C=C(C=CC1OC=1C=C2C=NN(C2=CC1C=1C=NN(C1)C(=O)OC(C)(C)C)CC)NC(=O)C=1C(N(C(=CC1)OC1CC1)C1=CC=C(C=C1)F)=O N-(3-fluoro-4-(1-ethyl-6-(1-Boc-pyrazol-4-yl)-1H-indazol-5-yloxy)phenyl)-6-cyclopropoxy-2-oxo-1-(4-fluorophenyl)-1,2-dihydropyridine-3-carboxamide